N-(4-((7-(3-(3-cyanoazetidin-1-yl)propoxy)-6-methoxyquinolin-4-yl)oxy)-3-fluorophenyl)-5-(4-Fluorophenyl)-6-oxo-2,3,5,6-tetrahydrofuro[3,2-c]pyridine-7-carboxamide C(#N)C1CN(C1)CCCOC1=C(C=C2C(=CC=NC2=C1)OC1=C(C=C(C=C1)NC(=O)C1=C2C(=CN(C1=O)C1=CC=C(C=C1)F)CCO2)F)OC